FC=1C=C2C(C(N(C2=CC1)C=1C=C(C=NC1)CC1=NNC(C2=CC=CC=C12)=O)=O)(C)O (+)-4-((5-(5-Fluoro-3-hydroxy-3-methyl-2-oxoindolin-1-yl)pyridin-3-yl)methyl)phthalazin-1(2H)-on